FC(OC1=CC=C(C=C1)N1C(C=NC=2C=NC(=NC12)OCC(F)(F)F)=O)F 8-(4-(difluoromethoxy)phenyl)-2-(2,2,2-trifluoroethoxy)pteridine-7(8H)-one